OC1=C(C=C(C=C1)C1=CC=CC=C1)N1CC2=CC=CC(=C2C1)C 2-(4-hydroxybiphenyl-3-yl)-4-methyl-1H-isoindole